1-(1-butoxyethyl)-benzotriazol C(CCC)OC(C)N1N=NC2=C1C=CC=C2